benzyl 6-[(3S,4R,5S)-3-acetamido-4,5-dihydroxy-1-piperidyl]-6-oxo-hexanoate C(C)(=O)N[C@H]1CN(C[C@@H]([C@@H]1O)O)C(CCCCC(=O)OCC1=CC=CC=C1)=O